Diazacyclooctatetraene-8-carboxylic acid N1=NC=CC=CC=C1C(=O)O